ClC1=NNC(=C1)C=1C(NC2=CC=CC=C2N1)=O 3-(3-chloro-1H-pyrazol-5-yl)quinoxalin-2(1H)-one